NC1=C(C(=O)NCC)C=C(C=N1)C1=C(C(=C(C=C1)NC(C(O)C1=CC(=CC(=C1)F)F)=O)F)C 2-amino-5-(4-(2-(3,5-difluorophenyl)-2-hydroxyacetamido)-3-fluoro-2-methylphenyl)-N-ethylnicotinamide